13-oxo-3,6,9-trioxa-12-azaheptadecane-17-oic acid O=C(NCCOCCOCCOCC)CCCC(=O)O